2-(4-acryloyl-3,3-dimethylpiperazin-1-yl)-N-[(3S)-tetrahydrofuran-3-yl]-5H-pyrrolo[2,3-b]pyrazine-7-carboxamide C(C=C)(=O)N1C(CN(CC1)C=1N=C2C(=NC1)NC=C2C(=O)N[C@@H]2COCC2)(C)C